4-(2,6-dimethoxyphenyl)-5-(furan-2-yl)-2-phenyloxazole COC1=C(C(=CC=C1)OC)C=1N=C(OC1C=1OC=CC1)C1=CC=CC=C1